(S)-5-(hydroxymethyl)pyrrolin-2-one 4-FORMYLPHENYL-PENTANOATE C(=O)C1=CC=C(C=C1)OC(CCCC)=O.OC[C@@H]1CCC(N1)=O